C1(=CC=CC=C1)C(=NC1=NC=C(C(=N1)OC)C)C1=CC=CC=C1 N-(diphenylmethylidene)-4-methoxy-5-methylpyrimidin-2-amine